F[C@H]1CN(C[C@H]1F)C1=NC=CC(=C1NC(=O)C1CCC(CC1)OC)C1=C(C=CC=C1)F (1r,4R)-N-(2-((3S,4R)-3,4-difluoropyrrolidin-1-yl)-4-(2-fluorophenyl)pyridin-3-yl)-4-meth-oxycyclohexane-1-carboxamide